4-[[3-(2,3-difluoro-4-methoxy-phenyl)imidazo[1,2-a]pyrazin-8-yl]amino]-2-ethyl-N-[2-[2-(methylamino)ethylamino]-2-oxo-ethyl]benzamide FC1=C(C=CC(=C1F)OC)C1=CN=C2N1C=CN=C2NC2=CC(=C(C(=O)NCC(=O)NCCNC)C=C2)CC